8-(5-chloro-3-fluoropyridin-2-yl)-6,9-dioxo-5-[[4-(trifluoromethyl)phenyl]methyl]-2,5,8-triazaspiro[3.5]nonane-2-carboxylic acid tert-butyl ester C(C)(C)(C)OC(=O)N1CC2(C1)N(C(CN(C2=O)C2=NC=C(C=C2F)Cl)=O)CC2=CC=C(C=C2)C(F)(F)F